7,7-dimethyl-2,3,5,6-tetraoxabicyclo[2.2.1]heptane CC1(C2OOC1OO2)C